3-bromo-9-(4-(dibenzo[b,d]furan-3-yl)-6-phenyl-1,3,5-triazin-2-yl)-9H-carbazole BrC=1C=CC=2N(C3=CC=CC=C3C2C1)C1=NC(=NC(=N1)C=1C=CC2=C(OC3=C2C=CC=C3)C1)C1=CC=CC=C1